ClC1=CC(=C(C=N1)C=1SC(=NN1)C)F (6-chloro-4-fluoropyridin-3-yl)-5-methyl-1,3,4-thiadiazole